N1=C(C=C(C=C1)C(=O)OC)C1=NC=CC(=C1)C(=O)[O-] methyl 2,2'-bipyridine-4,4'-dicarboxylate